2-(1-(tert-butyl)-1H-pyrazol-4-yl)benzonitrile C(C)(C)(C)N1N=CC(=C1)C1=C(C#N)C=CC=C1